4-butyl-N-((1S,2R)-2-(6-fluoro-2,3-dimethylphenyl)-1-(5-oxo-4,5-dihydro-1,3,4-oxadiazol-2-yl)propyl)piperidine-1-sulfonamide C(CCC)C1CCN(CC1)S(=O)(=O)N[C@@H]([C@H](C)C1=C(C(=CC=C1F)C)C)C=1OC(NN1)=O